N-methyl-2-(trifluoromethyl)-4,5,6,7-tetrahydrobenzothiophen-5-amine hydrochloride Cl.CNC1CCC2=C(C=C(S2)C(F)(F)F)C1